C([C@H](O)C)(=O)OCC1=CC=CC=C1 benzyl (R)-Lactate